4-(3-amino-2-ethyl-2H-pyrazolo[3,4-b]pyridin-5-yl)piperazine-1-carboxylic acid tert-butyl ester C(C)(C)(C)OC(=O)N1CCN(CC1)C1=CC=2C(N=C1)=NN(C2N)CC